1-methyl-N-(3-(3'-oxospiro[cyclohexane-1,1'-isoindolin]-6'-yl)-1H-pyrrolo[2,3-b]pyridin-5-yl)piperidine-4-carboxamide CN1CCC(CC1)C(=O)NC=1C=C2C(=NC1)NC=C2C2=CC=C1C(NC3(C1=C2)CCCCC3)=O